dicyclohexylphosphino-2',6'-di-isopropoxy-1,1'-biphenyl C1(CCCCC1)P(C1CCCCC1)C1=C(C=CC=C1)C1=C(C=CC=C1OC(C)C)OC(C)C